C(C)(C)N(C1=NC(N2C(C3=CC(=C(C=C3CC2)OC)OC)=C1)=O)C 2-(isopropyl-(methyl)amino)-9,10-dimethoxy-6,7-dihydro-4H-pyrimido[6,1-a]isoquinolin-4-one